4-methyl-3-({4-[({2-methyl-4-[methyl(methylsulfonyl)amino]pyrimidin-5-yl}methyl)amino]-5-(trifluoromethyl)pyrimidin-2-yl}amino)benzamide CC1=C(C=C(C(=O)N)C=C1)NC1=NC=C(C(=N1)NCC=1C(=NC(=NC1)C)N(S(=O)(=O)C)C)C(F)(F)F